COC1CC(C1)OC1=CC(=CC(=N1)N1CC2(C=3C=NC(=CC31)NC(C)=O)CC2)C N-(1'-(6-((1s,3s)-3-methoxycyclobutoxy)-4-methylpyridin-2-yl)-1',2'-dihydrospiro[cyclopropane-1,3'-pyrrolo[3,2-c]pyridin]-6'-yl)acetamide